4-amino-3-chloro-6-(4-chloro-2-fluoro-3-methoxyphenyl)picolinic acid potassium salt [K+].NC1=C(C(=NC(=C1)C1=C(C(=C(C=C1)Cl)OC)F)C(=O)[O-])Cl